5-[3-[8-[[(3S,4R)-3-fluoro-1-methyl-4-piperidinyl]amino]-3-(2,2,2-trifluoroethyl)indolizin-2-yl]prop-2-ynylamino]-6-methoxypyridine-2-carboxylic acid F[C@H]1CN(CC[C@H]1NC1=CC=CN2C(=C(C=C12)C#CCNC=1C=CC(=NC1OC)C(=O)O)CC(F)(F)F)C